C(O)(O)=O.NC(C(=O)O)CCCC aminocaproic acid carbonate